C(C)N1C(C=NC2=CC=CC=C12)=O N-ethyl-2(1H)quinoxalinone